tris(2,6-diphenylphenoxy)aluminum C1(=CC=CC=C1)C1=C(O[Al](OC2=C(C=CC=C2C2=CC=CC=C2)C2=CC=CC=C2)OC2=C(C=CC=C2C2=CC=CC=C2)C2=CC=CC=C2)C(=CC=C1)C1=CC=CC=C1